1-morpholino-2-(2-phenyl-1,2,3,4-tetrahydroquinolin-6-yl)ethan-1-one O1CCN(CC1)C(CC=1C=C2CCC(NC2=CC1)C1=CC=CC=C1)=O